4-[2-fluoro-4-(trifluoromethyl)phenyl]-1-methyl-triazole tert-Butyl-6-chloro-3-[[(1R)-1-[3,6-dimethyl-4-oxo-2-(2-pyridyl)chromen-8-yl]ethyl]amino]pyridine-2-carboxylate C(C)(C)(C)OC(=O)C1=NC(=CC=C1N[C@H](C)C=1C=C(C=C2C(C(=C(OC12)C1=NC=CC=C1)C)=O)C)Cl.FC1=C(C=CC(=C1)C(F)(F)F)C=1N=NN(C1)C